cuprous phosphinite P[O-].[Cu+]